(S)-2-((3,5-dicyano-4-ethyl-6-((S)-3-hydroxypyrrolidin-1-yl)pyridin-2-yl)thio)-2-phenyl-acetamide C(#N)C=1C(=NC(=C(C1CC)C#N)N1C[C@H](CC1)O)S[C@H](C(=O)N)C1=CC=CC=C1